4-bromo-3-fluoro-1-(2,2,2-trifluoroethyl)pyridin-2-one BrC1=C(C(N(C=C1)CC(F)(F)F)=O)F